6-((4-((2-isopropyl-4-phenylthiazol-5-yl)oxy)pyridin-2-yl)amino)pyridinecarboxamide C(C)(C)C=1SC(=C(N1)C1=CC=CC=C1)OC1=CC(=NC=C1)NC1=CC=CC(=N1)C(=O)N